(-)-[3-(1H-Triazol-5-yl)pyrrolidin-1-yl]-[3-[4-[1-(trifluoromethyl)cyclopropyl]phenyl]azetidin-1-yl]methanone N1N=NC=C1C1CN(CC1)C(=O)N1CC(C1)C1=CC=C(C=C1)C1(CC1)C(F)(F)F